3-[(3,4-dihydro-1H-2-benzopyran-1-ylmethyl)amino]pyridine-4-carboxylic acid C1(OCCC2=C1C=CC=C2)CNC=2C=NC=CC2C(=O)O